C1OC(CCO)COC1 3-ethylenedioxy-1-butanol